O=C1NC(CCCC1C=1C=C(NCCCCCC(=O)OC(C)(C)C)C=CC1)=O tert-Butyl 6-[3-(2,7-dioxoazepan-3-yl)anilino]hexanoate